(S)-Benzyl (1-allyl-2-oxocyclohexyl)methylcarbamate C(C=C)[C@]1(C(CCCC1)=O)CNC(OCC1=CC=CC=C1)=O